benzyl ((S)-1-(5-((((R)-3-amino-1,1,1-trifluoropropan-2-yl)amino)methyl)benzo[d]oxazol-2-yl)-2,2-dicyclopropylethyl)carbamate NC[C@H](C(F)(F)F)NCC=1C=CC2=C(N=C(O2)[C@H](C(C2CC2)C2CC2)NC(OCC2=CC=CC=C2)=O)C1